aza-anthracenol C1(=NC=CC2=CC3=CC=CC=C3C=C12)O